FC1=C(C(=CC(=C1)C=1C(=NNC1C)C1=CC=NC=C1)F)N1CC2(CC1)CCOCC2 2-[2,6-difluoro-4-[5-methyl-3-(4-pyridyl)-1H-pyrazol-4-yl]phenyl]-8-oxa-2-azaspiro[4.5]decane